CC=1C=C(C=CC1NC)C1=CC=C(C=N1)C(=O)NCC=1C=NC=CC1 6-[3-Methyl-4-(methylamino)phenyl]-N-(3-pyridylmethyl)pyridine-3-carboxamide